COC1=C(C=NS(=O)C(C)(C)C)C=C(C=C1)C N-(2-methoxy-5-methylbenzylidene)-2-methylpropane-2-sulfinamide